N,N'-distearylisophthalamide C(CCCCCCCCCCCCCCCCC)NC(C1=CC(C(=O)NCCCCCCCCCCCCCCCCCC)=CC=C1)=O